N1C=NC=CC=C1 [1,3]Diazepine